O1C=CC=2C(=NC=CC21)C2=CC=C(C(=O)N[C@H]1CO[C@@H](CC1)C(C)O)C=C2 4-(furo[3,2-c]pyridin-4-yl)-N-[(3R,6S)-6-(1-hydroxyethyl)tetrahydro-2H-pyran-3-yl]benzamide